4-[7-bromo-8-fluoro-6-(3-furyl)-2-[[(2S)-1-methylpyrrolidin-2-yl]methoxy]quinazolin-4-yl]piperazine-1-carboxylic acid tert-butyl ester C(C)(C)(C)OC(=O)N1CCN(CC1)C1=NC(=NC2=C(C(=C(C=C12)C1=COC=C1)Br)F)OC[C@H]1N(CCC1)C